C(C)(C)(C)OC(CN(CCCNC(CCCCCCCCCCCCCCCCCC#C)=O)CC(=O)OC(C)(C)C)=O [tert-butoxycarbonylmethyl-(3-icos-19-ynoylamino-propyl)-amino]-acetic acid tert-butyl ester